N-[2-(2-{[(4-cyclopropyl-3-fluorophenyl)(phenyl)methyl]carbamoyl}-4-fluoropyrrolidin-1-yl)-2-oxoethyl]-4-(2,2,2-trifluoroethyl)piperazine-1-carboxamide C1(CC1)C1=C(C=C(C=C1)C(C1=CC=CC=C1)NC(=O)C1N(CC(C1)F)C(CNC(=O)N1CCN(CC1)CC(F)(F)F)=O)F